ClC=1SC(=CN1)CN1\C(\N(CN(C1)C)C)=N\[N+](=O)[O-] (2E)-1-[(2-chloro-1,3-thiazol-5-yl)methyl]-3,5-dimethyl-N-nitro-1,3,5-tri-azinan-2-imine